NC[Si](OCC)(OCC)OCC 1-Aminomethyl(triethoxysilan)